(3aS,7aS)-benzyl 1-(2-amino-7H-pyrrolo[2,3-d]pyrimidin-4-yl)hexahydro-1H-pyrrolo[2,3-c]pyridine-6(2H)carboxylate NC=1N=C(C2=C(N1)NC=C2)N2CC[C@@H]1[C@H]2CN(CC1)C(=O)OCC1=CC=CC=C1